(1E,2E)-N1,N2-bis(2,4,4-trimethylpentan-2-yl)ethane-1,2-diimine CC(C)(CC(C)(C)C)/N=C/C=N/C(C)(CC(C)(C)C)C